C(#CCC\C=C/CC)[Li] (5Z)-5-octen-1-ynyllithium